(3R,4S)-4-fluoro-1-(oxane-4-carbonyl)pyrrolidin F[C@H]1CCN(C1)C(=O)C1CCOCC1